BrC1=NN(C2=C1C=NC(=C2)Cl)C2=NC(=NC(=C2)CC)C(C)(F)F 3-bromo-6-chloro-1-(2-(1,1-difluoroethyl)-6-ethylpyrimidin-4-yl)-1H-pyrazolo[4,3-c]pyridine